1-tert-butyl 2-methyl 4-(6-chloro-8-(2-(hydroxymethyl)thieno[3,2-b]pyridin-7-yl)-3,4-dihydroquinolin-1(2H)-yl)-2-methylpyrrolidine-1,2-dicarboxylate ClC=1C=C2CCCN(C2=C(C1)C1=C2C(=NC=C1)C=C(S2)CO)C2CC(N(C2)C(=O)OC(C)(C)C)(C(=O)OC)C